COC(NC1=C(C=CC(=C1)F)C#N)=O (2-Cyano-5-fluorophenyl)carbamic acid methyl ester